ClC1=C(C=C(C=N1)C1(CCC1)O)OCOC 1-[6-chloro-5-(methoxymethoxy)pyridin-3-yl]cyclobutan-1-ol